BrC1=C(C=CC(C1)(C)Br)NN 2,4-dibromo-p-methylphenylhydrazine